4-{[4-(4-amino-4-methylpiperidin-1-yl)-[1,2,5]oxadiazolo[3,4-c]pyridin-7-yl]sulfonyl}-3-chloropyridin-2-amine NC1(CCN(CC1)C1=NC=C(C=2C1=NON2)S(=O)(=O)C2=C(C(=NC=C2)N)Cl)C